N1(N=CN=C1)CC1(C2(CC3=CC(=CC=C13)OC1=CC=C(C=C1)Cl)CC2)O 1'-((1H-1,2,4-triazole-1-yl)methyl)-5'-(4-chlorophenoxy)-1',3'-dihydrospiro[cyclopropane-1,2'-indene]-1'-ol